CC1CCC2=C1C=C(C=1N2C=NN1)C(=O)NC1=NC=C(C=N1)C 6-Methyl-N-(5-methylpyrimidin-2-yl)-7,8-dihydro-6H-cyclopenta[e][1,2,4]triazolo[4,3-a]pyridine-4-carboxamide